4-(5-methyl-1H-tetrazol-1-yl)-N-(3-(methylsulfonamido)phenyl)benzamide CC1=NN=NN1C1=CC=C(C(=O)NC2=CC(=CC=C2)NS(=O)(=O)C)C=C1